N-((4-nitrophenyl)sulfinyl)acetamide [N+](=O)([O-])C1=CC=C(C=C1)S(=O)NC(C)=O